dimethyl-[(trimethylsiloxy)dimethyl-siloxy]silane C[SiH](O[Si](C)(C)O[Si](C)(C)C)C